4-(4-cyclopropylphenoxy)-3-(2,6-dimethylpyridin-4-yl)aniline C1(CC1)C1=CC=C(OC2=C(C=C(N)C=C2)C2=CC(=NC(=C2)C)C)C=C1